t-butyl (3-(5-amino-1H-pyrazol-1-yl)propyl)-carbamate NC1=CC=NN1CCCNC(OC(C)(C)C)=O